BrC1=CC=C2C(C(N(C2=C1)CC1CN(C1)C1=CC(=CC=C1)OC)=O)(C)C 6-bromo-1-((1-(3-methoxyphenyl)azetidin-3-yl)methyl)-3,3-dimethylindolin-2-one